2-(4-chlorothiazol-2-yl)-2-(1-methylpyrazol-4-yl)propan ClC=1N=C(SC1)C(C)(C)C=1C=NN(C1)C